1-(3-Ethyl-5-fluoropyridin-4-yl)-7-methoxy-3-methyl-8-(1-methyl-1H-pyrazol-4-yl)-1,3-dihydroimidazo[4,5-c]-quinolin-2-one C(C)C=1C=NC=C(C1N1C(N(C=2C=NC=3C=C(C(=CC3C21)C=2C=NN(C2)C)OC)C)=O)F